N1(CCCC1)C1=CC(=C(CN2CCN(CC2)C(=O)N2N=C(C=C2)C(=O)O)C=C1)C(F)(F)F 1-(4-(4-(pyrrolidin-1-yl)-2-(trifluoromethyl)benzyl)piperazine-1-carbonyl)-1H-pyrazole-3-carboxylic acid